3-Methyl-5-(N-(naphth-1-yl)sulfamoyl)benzofuran-2-carboxylate CC1=C(OC2=C1C=C(C=C2)S(NC2=CC=CC1=CC=CC=C21)(=O)=O)C(=O)[O-]